2-((6-(4-amino-4-(hydroxymethyl)piperidin-1-yl)-3,5-dicyano-4-ethylpyridin-2-yl)sulfanyl)-2-phenylacetamide NC1(CCN(CC1)C1=C(C(=C(C(=N1)SC(C(=O)N)C1=CC=CC=C1)C#N)CC)C#N)CO